FC(S(=O)(=O)[O-])(F)F.[Rh+3].C1=CCCC=CCC1.FC(S(=O)(=O)[O-])(F)F.FC(S(=O)(=O)[O-])(F)F (1,5-cyclooctadiene) rhodium trifluoromethanesulfonate